FC1=C(OCC2=NC=CC(=N2)O[C@@H]2C[C@@H](N(CC2)CC2=NC3=C(N2C[C@H]2OCCC2)C=C(C=C3)C(=O)O)C)C=CC(=C1)F {[(2S,4S)-4-({2-[(2,4-Difluorophenoxy)methyl]pyrimidin-4-yl}oxy)-2-methylpiperidin-1-yl]methyl}-1-{[(2S)-oxolan-2-yl]methyl}-1H-1,3-benzodiazole-6-carboxylic acid